CC1CC(CC1)OC1=C(C=CC=C1)CN (2-((3-methylcyclopentyl)oxy)phenyl)methylamine